BrC1=CC=2C3(C4=CC=CC=C4C2C=C1)C=1C=CC=CC1C=1C2=C(C=CC13)C=CC=C2 2'-bromospiro[benzo[c]fluorene-7,9'-fluorene]